N-cyclopropyl-4-(5-methylfuran-2-yl)-5-(4-methylquinazolin-6-yl)pyrimidin-2-amine C1(CC1)NC1=NC=C(C(=N1)C=1OC(=CC1)C)C=1C=C2C(=NC=NC2=CC1)C